((2-(((3,5-dichloropyridin-4-yl)methyl)thio)-6,7-dihydro-5H-cyclopenta[d]pyrimidin-4-yl)oxy)methyl dihydrogen phosphate P(=O)(OCOC=1C2=C(N=C(N1)SCC1=C(C=NC=C1Cl)Cl)CCC2)(O)O